(4-(fluoranthen-8-yl)phenyl)boronic acid C1=CC=C2C=CC=C3C4=CC(=CC=C4C1=C23)C2=CC=C(C=C2)B(O)O